C(#N)C1=C(C=CC=C1)C=1C=C(C=2N=CN=C(C2N1)N[C@@H]1CNCCC1)C(=O)N 6-(2-cyanophenyl)-4-{[(3S)-piperidin-3-yl]amino}pyrido[3,2-d]pyrimidine-8-carboxamide